(R,S)-4-((4-chlorophenyl)((8-methyl-4-oxochroman-7-yl)oxy)methyl)benzamide ClC1=CC=C(C=C1)[C@@H](C1=CC=C(C(=O)N)C=C1)OC1=CC=C2C(CCOC2=C1C)=O